AMINO-N-(4-AMINO-3,4-DIOXO-1-(2-OXOPYRROLIDIN-3-YL)BUTAN-2-YL)BENZAMIDE NC1=C(C(=O)NC(CC2C(NCC2)=O)C(C(=O)N)=O)C=CC=C1